COC1=CC=C(CN2N=C(N=N2)C(C)O)C=C1 1-(2-(4-methoxybenzyl)-2H-tetrazol-5-yl)ethan-1-ol